C(C(C)C)NCCCCCCNCC(C)C N,N'-diisobutyl-1,6-hexanediamine